3-Bromo-6-chloro-1-benzothiophene-2-carboxylic acid ethyl ester C(C)OC(=O)C=1SC2=C(C1Br)C=CC(=C2)Cl